CC=1C=C(C(=NC1)C#N)N1N=CC=N1 5-methyl-3-(2H-1,2,3-triazol-2-yl)picolinonitrile